N-(5-(piperazin-1-yl)pyridin-2-yl)-4-(pyridin-2-yl)thiazol-2-amine N1(CCNCC1)C=1C=CC(=NC1)NC=1SC=C(N1)C1=NC=CC=C1